N-methyl-4-oxo-6,9,12-trioxa-3-azapentadec-14-yn-1-aminium trifluoroacetate FC(C(=O)[O-])(F)F.C[NH2+]CCNC(COCCOCCOCC#C)=O